COCC1=NC=CC=C1CN1C=NC=2CN(CCC21)C(=O)OC(C)(C)C Tert-Butyl 1-[[2-(methoxymethyl)pyridin-3-yl]methyl]-1H,4H,5H,6H,7H-imidazo[4,5-c]pyridine-5-carboxylate